dimethyl (4-((6-((tert-butoxycarbonyl)amino)hexyl)amino)benzoyl)glutamate C(C)(C)(C)OC(=O)NCCCCCCNC1=CC=C(C(=O)N[C@@H](CCC(=O)OC)C(=O)OC)C=C1